O=S1(N(CC(N1)=O)C=1C(=C(C(=O)NC2CNCC2)C=CC1O)F)=O 3-(1,1-dioxido-4-oxo-1,2,5-thiadiazolidin-2-yl)-2-fluoro-4-hydroxy-N-(pyrrolidin-3-yl)benzamide